FC(C1=CN=NN1)(F)F 5-(trifluoromethyl)-1H-1,2,3-triazole